BrC=1C=C(C=CC1)C1(CC2(COC2)C1)O 6-(3-bromophenyl)-2-oxaspiro[3.3]heptan-6-ol